FC(COC=1C=C2C(N(C(N(C2=CC1)C1CCN(CC1)C=O)=O)CC=1C=CC(=C(OCC(=O)N)C1)OC)=O)F 2-(5-{[6-(2,2-difluoroethoxy)-1-(1-formylpiperidin-4-yl)-2,4-dioxo-1,4-dihydroquinazolin-3(2H)-yl]methyl}-2-methoxyphenoxy)acetamide